ClC=1C(=C(CC=2NC(=NN2)C(=O)OCC)C=CC1)F ethyl 5-(3-chloro-2-fluorobenzyl)-4H-1,2,4-triazole-3-carboxylate